COC1=C(CNC(NC2=C(C(=O)N)C=CC(=C2)OC)=O)C=CC(=C1)OC 2-(3-(2,4-dimethoxybenzyl)ureido)-4-methoxybenzamide